C(C)(C)(C)OC(=O)N1CCN(CC1)C1=CC2=C(C[C@H](CO2)N)C(=C1C#N)F 4-[(3R)-3-amino-6-cyano-5-fluoro-3,4-dihydro-2H-1-benzopyran-7-yl]piperazine-1-carboxylic acid tert-butyl ester